(4aR,8aS)-6-[6-[(2-Fluoro-6-methoxy-phenyl)methyl]-2-azaspiro[3.3]heptane-2-carbonyl]-4,4a,5,7,8,8a-hexahydropyrido[4,3-b][1,4]oxazin-3-one FC1=C(C(=CC=C1)OC)CC1CC2(CN(C2)C(=O)N2C[C@@H]3[C@@H](OCC(N3)=O)CC2)C1